2-(azidomethyl)-5-cyclopropylthieno[2,3-b]pyridine N(=[N+]=[N-])CC1=CC=2C(=NC=C(C2)C2CC2)S1